CC(CN)(CN)C Di-methylpropane-1,3-diamine